O1CCOC2=C1C=CS2 dihydrothieno-dioxin